N-(3-((2-((2-methyl-4-(4-methylpiperazin-1-yl)phenyl)amino)-5-(trifluoromethyl)pyrimidin-4-yl)amino)propyl)cyclobutanecarboxamide CC1=C(C=CC(=C1)N1CCN(CC1)C)NC1=NC=C(C(=N1)NCCCNC(=O)C1CCC1)C(F)(F)F